N-(4-methyl-3-(3-(9-(tetrahydro-2H-pyran-2-yl)-9H-purin-6-yl)pyridin-2-yl-amino)phenyl)-6-(trifluoromethyl)picolinamide CC1=C(C=C(C=C1)NC(C1=NC(=CC=C1)C(F)(F)F)=O)NC1=NC=CC=C1C1=C2N=CN(C2=NC=N1)C1OCCCC1